2-(1,2,4-triazol-1-yl)prop-2-enenitrile N1(N=CN=C1)C(C#N)=C